1-allyl-3-(allyloxy)-6-bromo-7-fluoro-1H-indazole C(C=C)N1N=C(C2=CC=C(C(=C12)F)Br)OCC=C